1-(2-(4,4-difluoropiperidin-1-yl)-6-methylpyrimidin-4-yl)-2-(6-azaspiro[2.5]oct-6-yl)terephthalamide FC1(CCN(CC1)C1=NC(=CC(=N1)C1(C(=O)N)C(C=C(C(=O)N)C=C1)N1CCC2(CC2)CC1)C)F